FC=1C=C(C=CC1F)[C@H]1[C@@H](CN(C1)CCOC)NC(=O)NC=1C(=NN(C1)C1=CC=CC=C1)C 1-((3s,4r)-4-(3,4-difluorophenyl)-1-(2-methoxyethyl)pyrrolidin-3-yl)-3-(3-methyl-1-phenyl-1H-pyrazol-4-yl)urea